COC=1C=C(C=C(C1)OC)C1=C(C(=O)N)C=CC(=C1I)C (3,5-dimethoxyphenyl)-3-iodo-4-methylbenzamide